[4-[(2S)-2-(aminomethyl)morpholine-4-carbonyl]piperazin-1-yl]-[4-[[3-(2-chloro-3-fluoro-4-methoxyphenyl)imidazo[1,2-a]pyrazin-8-yl]amino]-2-methylphenyl]methanone NC[C@H]1CN(CCO1)C(=O)N1CCN(CC1)C(=O)C1=C(C=C(C=C1)NC=1C=2N(C=CN1)C(=CN2)C2=C(C(=C(C=C2)OC)F)Cl)C